C(=O)(O)C1=CC=C(C=C1)CCN(C1C=2C=CC(=NC2CCC1)C(=O)O)CCC1=C(C=CC=C1)OCC1=CC=C(C=C1)C=1OC2=C(N1)C=C(C=C2)OC(F)(F)F 5-([2-(4-carboxyphenyl)ethyl]{2-[2-({4-[5-(trifluoromethoxy)-1,3-benzoxazol-2-yl]benzyl}oxy)-phenyl]ethyl}amino)-5,6,7,8-tetrahydroquinoline-2-carboxylic acid